C\C=C\C(CCC=C)O (2E)-2,7-Octadien-4-ol